C[C@@H]1C(NCCN1CC1=C(C=C(C=C1)OC)OC)=O (R)-3-methyl-4-(2,4-dimethoxybenzyl)piperazine-2-one